NC=1C=C2C=C(C(=C(C2=C(C1)Br)O)F)F 6-Amino-8-bromo-2,3-difluoronaphthalen-1-ol